BrC=1C=C2C(=NN(C(C2=CC1)=O)C)NC(C)C1=CC(=CC(=C1)C(F)(F)F)[N+](=O)[O-] 6-bromo-2-methyl-4-((1-(3-nitro-5-(trifluoromethyl)phenyl)ethyl)amino)phthalazin-1(2H)-one